N'-acetyl-4-amino-N-(2-fluorobenzyl)-N',1-dimethyl-1H-pyrazolo[4,3-c]quinoline-8-carbohydrazide C(C)(=O)N(N(C(=O)C1=CC=2C3=C(C(=NC2C=C1)N)C=NN3C)CC3=C(C=CC=C3)F)C